Tert-butyl 4-[3-(2,4-dioxo-1,3-diazinan-1-yl)-1-methylindazol-6-yl]piperidine-1-carboxylate O=C1N(CCC(N1)=O)C1=NN(C2=CC(=CC=C12)C1CCN(CC1)C(=O)OC(C)(C)C)C